4-(3-bromophenyl)-6-(4-chlorophenyl)-2-phenylpyrimidine BrC=1C=C(C=CC1)C1=NC(=NC(=C1)C1=CC=C(C=C1)Cl)C1=CC=CC=C1